COC1C(N(CC1)C(=O)OCCC(C)(C)C)(C(=O)[O-])C 1-(tert-Butyl)2-ethyl 3-methoxy-2-methylpyrrolidine-1,2-dicarboxylate